FC1=C(C=CC(=C1)[C@@H]1OC[C@H](CO1)C1CC1)C1=C(C(=C(C=C1)OCC)F)F trans-2-[2,2',3'-trifluoro-4'-ethoxy-(1,1'-biphenyl)-4-yl]-5-cyclopropyl-1,3-dioxane